tetraethyl 5-methoxy-9H-carbazole-1,2,3,4-tetracarboxylate COC1=C2C=3C(=C(C(=C(C3NC2=CC=C1)C(=O)OCC)C(=O)OCC)C(=O)OCC)C(=O)OCC